8-(tert-butyl) 2-methyl (+)-rel-(1R,2R,5S)-3,8-diazabicyclo[3.2.1]octane-2,8-diformate [C@H]12[C@@H](NC[C@H](CC1)N2C(=O)OC(C)(C)C)C(=O)OC |o1:0,1,4|